C1(=CC=C(C=C1)C(COC=1C=C2C=CC(=CC2=CC1)C1=NOC(=N1)[C@H]1N(CCC1)\C(\NC(=O)OC(C)(C)C)=N/C(OC(C)(C)C)=O)=O)C1=CC=CC=C1 Tert-butyl (S,Z)-((2-(3-(6-(2-([1,1'-biphenyl]-4-yl)-2-oxoethoxy)naphthalen-2-yl)-1,2,4-oxadiazol-5-yl)pyrrolidin-1-yl)((tert-butoxycarbonyl)amino)methylene)carbamate